azetidin-1-yl(2-bromo-5-{[2-(trimethylsilyl)ethoxy]methyl}-5H-pyrrolo[2,3-b]pyrazin-7-yl)meth-anone N1(CCC1)C(=O)C1=CN(C2=NC=C(N=C21)Br)COCC[Si](C)(C)C